ClC1=C(C(=CC=C1)Cl)C1=NOC(=C1C1=CC2(C1)CCN(CC2)C=2C=C1C(=CC=NC1=CC2)C(F)(F)F)C(C)C 6-(2-(3-(2,6-Dichlorophenyl)-5-isopropylisoxazol-4-yl)-7-azaspiro[3.5]non-1-en-7-yl)-4-(trifluoromethyl)chinolin